(S)-2-amino-N-(5-(4-cyano-1-methyl-1H-pyrazol-5-yl)pyridin-2-yl)-2-((1r-4S)-4-methylcyclohexyl)acetamide N[C@H](C(=O)NC1=NC=C(C=C1)C1=C(C=NN1C)C#N)C1CCC(CC1)C